C(C)N1C2=C(C3=CC(=CC=C13)OC)CCN1[C@@H]3[C@H]2C[C@@H](C3)C1 (2S,12R,12aS)-11-ethyl-8-methoxy-1,2,3,5,6,11,12,12a-octahydro-2,12-methanopyrrolo[1',2':1,2]azepino[4,5-b]indole